N-{3-[6-(methylamino)-1H-indazol-3-yl]phenyl}prop-2-enamide CNC1=CC=C2C(=NNC2=C1)C=1C=C(C=CC1)NC(C=C)=O